[Na].C1CCC2=C(C=3CCCC3C=C12)NC(=O)NS(=O)(=O)C=1N=NC(=CC1)C N-((1,2,3,5,6,7-Hexahydro-s-indacen-4-yl)carbamoyl)-6-methylpyridazine-3-sulfonamide, Sodium Salt